NC1=C(C(=O)OC)C=C(C(=C1F)O)F methyl 2-amino-3,5-difluoro-4-hydroxy-benzoate